ClC1=CC(=C2C=NNC2=C1)N1C[C@@H]2C([C@@H]2C1)NC(C)=O N-((1R,5S,6r)-3-(6-chloro-1H-indazol-4-yl)-3-azabicyclo[3.1.0]hexan-6-yl)acetamide